tert-butyl 3-(pent-4-en-1-yloxy)azepane-1-carboxylate C(CCC=C)OC1CN(CCCC1)C(=O)OC(C)(C)C